1-tert-butyl O3-ethyl 4-amino-2,5-dihydropyrrole-1,3-dicarboxylate NC1=C(CN(C1)C(=O)OC(C)(C)C)C(=O)OCC